tert-butyl-(E)-9-(2-(3-(hydroxyamino)-3-oxoprop-1-en-1-yl)phenyl)-3,9-diazaspiro[5.5]undecane-3-carboxylate C(C)(C)(C)OC(=O)N1CCC2(CC1)CCN(CC2)C2=C(C=CC=C2)\C=C\C(=O)NO